C(CCCCCC(C)C)OC(C=1C(C(=O)OCCCCCCC(C)C)=CC=CC1)=O.C(C=1C(C(=O)OCC(C)C)=CC=CC1)(=O)OCC(C)C diisobutyl phthalate diisononyl-phthalate